FC(C1=C(CN2CCC(CC2)C2NC3=C(OC2)C=CC(=C3)[C@@H]([C@@H](C(=O)OC)C)C3CC3)C=C(C=C1)C(F)(F)F)(F)F (2S,3R)-Methyl 3-(3-(1-(2,5-bis(trifluoromethyl)benzyl)piperidin-4-yl)-3,4-dihydro-2H-benzo[b][1,4]oxazin-6-yl)-3-cyclopropyl-2-methylpropanoate